hydroxypropyl-magnesium OCCC[Mg]